C(#N)C1CC(CC1)C(=O)OC methyl 3-cyanocyclopentane-1-carboxylate